N-phenyl-4-(pyridin-3-yl)aniline C1(=CC=CC=C1)NC1=CC=C(C=C1)C=1C=NC=CC1